8-styryl-N-(o-tolyl)-9H-purin-6-amine C(=CC1=CC=CC=C1)C=1NC2=NC=NC(=C2N1)NC1=C(C=CC=C1)C